FC1=C(C=CC(=C1)F)N1N=CC(=C1C(F)(F)F)C(=O)N 1-(2,4-difluorophenyl)-5-(trifluoromethyl)-1H-pyrazole-4-carboxamide